methoxyphenyl-1-iodoferrocene COC1=C([C-](C=C1)I)C1=CC=CC=C1.[CH-]1C=CC=C1.[Fe+2]